tert-Butyl (1R,5S)-3-(7-bromo-2-chloro-6,8-difluoroquinazolin-4-yl)-3,8-diazabicyclo[3.2.1]octane-8-carboxylate BrC1=C(C=C2C(=NC(=NC2=C1F)Cl)N1C[C@H]2CC[C@@H](C1)N2C(=O)OC(C)(C)C)F